(2R,3S)-N,N-BIS(4-METHOXYBENZYL)-3-METHYL-1-(TETRAHYDRO-2H-PYRAN-4-YL)HEX-5-ENE-2-SULFONAMIDE COC1=CC=C(CN(S(=O)(=O)[C@H](CC2CCOCC2)[C@H](CC=C)C)CC2=CC=C(C=C2)OC)C=C1